C1(=CC=CC=C1)[Si](OCCOC)(OCCOC)C1=CC=CC=C1 diphenyl-bis-(2-methoxyethoxy)silane